CC(=O)N1CCN(CC1)C2=CC=C(C=C2)OC[C@H]3CO[C@@](O3)(CN4C=CN=C4)C5=C(C=C(C=C5)Cl)Cl The molecule is a 1-acetyl-4-(4-{[2-(2,4-dichlorophenyl)-2-(1H-imidazol-1-ylmethyl)-1,3-dioxolan-4-yl]methoxy}phenyl)piperazine in which the dioxolane ring has S configuration at positions 2 and 4. It is an enantiomer of a (2R,4R)-1-acetyl-4-(4-{[2-(2,4-dichlorophenyl)-2-(1H-imidazol-1-ylmethyl)-1,3-dioxolan-4-yl]methoxy}phenyl)piperazine.